2-((5-(2-chlorothien-3-yl)-2-((6-methoxy-2-methyl-1,2,3,4-tetrahydroisoquinolin-7-yl)amino)-7H-pyrrolo[2,3-d]pyrimidin-4-yl)amino)-N,N-dimethylbenzenesulfonamide ClC=1SC=CC1C1=CNC=2N=C(N=C(C21)NC2=C(C=CC=C2)S(=O)(=O)N(C)C)NC2=C(C=C1CCN(CC1=C2)C)OC